1-(5-((3-chloro-1-(hydroxymethyl)-1H-pyrrolo[2,3-b]pyridin-4-yl)oxy)pyridin-2-yl)-3-(4-((4-methylpiperazin-1-yl)methyl)-3-(trifluoromethyl)phenyl)urea ClC1=CN(C2=NC=CC(=C21)OC=2C=CC(=NC2)NC(=O)NC2=CC(=C(C=C2)CN2CCN(CC2)C)C(F)(F)F)CO